N[C@H]1CN(CCC1)C1=NC=2N(C(N(C(C2N1CC#CC)=O)CC1=C(C(=O)OCCCCCC)C=CC(=N1)F)=O)C hexyl (R)-2-((8-(3-aminopiperidin-1-yl)-7-(but-2-yn-1-yl)-3-methyl-2,6-dioxo-2,3,6,7-tetrahydro-1H-purin-1-yl)methyl)-6-fluoronicotinate